(E)-beta-ionone CC1=C(C(CCC1)(C)C)/C=C/C(=O)C